1-Methyl-2-(6-trifluoromethoxy-benzothiazol-2-ylamino)-1H-benzoimidazole-5-carboxylic acid piperidin-4-ylamide hydrochloride Cl.N1CCC(CC1)NC(=O)C1=CC2=C(N(C(=N2)NC=2SC3=C(N2)C=CC(=C3)OC(F)(F)F)C)C=C1